3-oxa-7,9-diazabicyclo[3.3.1]Nonane C12COCC(CNC1)N2